FC(OC=1C=C(C=CC1)CNC(=O)C=1N=NN(C1)CCCCC=1N=NN(C1)CC1CCN(CC1)C(=O)OC(C)(C)C)(F)F tert-butyl 4-[(4-{4-[4-({[3-(trifluoromethoxy)phenyl]methyl} carbamoyl)-1H-1,2,3-triazol-1-yl]butyl}-1H-1,2,3-triazol-1-yl)methyl]piperidine-1-carboxylate